NC1=C(C(=O)NC(C)C)C=C(C=N1)C1=C(C=C(C=C1)NC([C@H](O)C1=CC(=CC=C1)Cl)=O)CC (R)-2-amino-5-(4-(2-(3-chlorophenyl)-2-hydroxyacetamido)-2-ethylphenyl)-N-isopropylnicotinamide